C(C)(=O)ON=C(N)C1=CC=C2C(=C(N(C2=C1)CC1=CC=CC2=CC=CC=C12)C(=O)NC1CCC(CC1)NC(OC(C)(C)C)=O)C(N)=O tert-butyl ((1r,4r)-4-(6-(N'-acetoxycarbamimidoyl)-3-carbamoyl-1-(naphthalen-1-ylmethyl)-1H-indole-2-carboxamido)cyclohexyl)carbamate